NC(C(=O)[O-])C(C1=C(C=CC=C1)F)N[S@@](=O)C(C)(C)C amino-3-[[(S)-tert-butylsulfinyl]amino]-3-(2-fluorophenyl)propanoate